(6S,7S)-7-Cyclopropylmethyl-6-(2,6-difluoro-4-((1-pentylazetidin-3-yl)thio)phenyl)-8-methyl-6,7,8,9-tetrahydro-3H-Pyrazolo[3,4-h]isochinolin C1(CC1)C[C@@H]1N(CC=2C3=C(C=CC2[C@H]1C1=C(C=C(C=C1F)SC1CN(C1)CCCCC)F)NN=C3)C